N1(CCNCC1)C1=CC=C(C=C1)C1=CC=NN1 5-(4-(piperazin-1-yl)phenyl)-1H-pyrazole